N[C@]1(CN(CC1)C1=C(C(=C(C=C1)F)C(F)(F)F)CN1C2=NC=NC(=C2N=C1)N)C(=O)NCC=1N=NC=CC1 (R)-3-Amino-1-(2-((6-Amino-9H-purin-9-yl)methyl)-4-fluoro-3-(trifluoromethyl)phenyl)-N-(pyridazin-3-ylmethyl)pyrrolidin-3-carboxamid